4-{[(4-methylpyridin-2-yl)oxy[methyl]piperidin-1-yl]ethyl}-6-fluorobenzamide CC1=CC(=NC=C1)OC1(N(CCCC1)CCC1=CC=C(C(=O)N)C(=C1)F)C